N-(6-(4-(1,3,4-Oxadiazol-2-yl)piperidin-1-yl)-2,2-dimethyl-2,3-dihydrobenzo-furan-5-yl)pyrazolo[1,5-a]pyrimidine-3-carboxamide O1C(=NN=C1)C1CCN(CC1)C1=CC2=C(CC(O2)(C)C)C=C1NC(=O)C=1C=NN2C1N=CC=C2